ClC=1C=NC=C(C1C)Cl 3,5-dichloro-4-methylpyridine